N1N=CC2=C(C=CC=C12)CN1N=CC2=C(C1=O)N(C1=C2SC(=N1)CC1=CN=CO1)C 6-((1H-indazol-4-yl)methyl)-4-methyl-2-(oxazol-5-ylmethyl)-4H-thiazolo[5',4':4,5]pyrrolo[2,3-d]pyridazin-5(6H)-one